CC1(CCN(CC1)CC=1C=CC=2N(C1)C=C(N2)CN2C(C1=CN=CC(=C1C=C2)C2=CC=CC=C2)=O)C ({6-[(4,4-dimethylpiperidin-1-yl)methyl]imidazo[1,2-a]pyridin-2-yl}methyl)-5-phenyl-1,2-dihydro-2,7-naphthyridin-1-one